C(CCC)N[C@@H](CCO)C(=O)O butyl-L-homoserine